C[C@]1([C@H](CCC2=COC3=C(C[C@H]21)C=C(C=C3)C(=O)O)Br)CC[C@@H]4C(=C)CC[C@@H](C4(C)C)Br The molecule is a dibenzooxepine diterpenoid that is hexahydrodibenzo[b,e]oxepine-2-carboxylic acid with an isolated double bond between positions 6 and 6a and is substituted by a bromo, a 2-[(1R,3S)-3-bromo-2,2-dimethyl-6-methylidenecyclohexyl]ethyl and a methyl group at positions 9, 10 and 10 respectively (the 9S,10S,10aR stereoisomer). It is isolated from the Fijian red alga Callophycus serratus and exhibits antibacterial, antimalarial and anticancer activities. It has a role as a metabolite, an antibacterial agent, an antimalarial and an antineoplastic agent. It is a member of benzoic acids, a cyclic ether, a dibenzooxepine, a diterpenoid and an organobromine compound.